(3,4-dichlorophenyl)-4-[4-(3-fluorophenyl)-2-oxo-2,3-dihydro-1H-1,3-benzodiazol-1-yl]piperidine-1-carboxamide ClC=1C=C(C=CC1Cl)C1N(CCC(C1)N1C(NC2=C1C=CC=C2C2=CC(=CC=C2)F)=O)C(=O)N